chloro(bromo)acetate ClC(C(=O)[O-])Br